ClC1=CC=C(C(=N1)C(=O)NS(=O)(=O)C)N[C@H](C)C=1C=C(C=C2C(N(C(=NC12)N1C[C@H](CC1)C=1C=NC(=C(C1)C#N)C)C)=O)C |o1:29| 6-chloro-3-(((R)-1-(2-((R*)-3-(5-cyano-6-methylpyridin-3-yl)pyrrolidin-1-yl)-3,6-dimethyl-4-oxo-3,4-dihydroquinazolin-8-yl)ethyl)amino)-N-(methylsulfonyl)picolinamide